N(=NC(=O)N1CCCCC1)C(=O)N1CCCCC1 Diazen-1,2-diylbis(piperidin-1-ylmethanone)